7-bromo-2,2-dimethyl-4H-benzo[d][1,3]dioxin BrC=1C=CC2=C(OC(OC2)(C)C)C1